(1R,4R,7R)-2-{2-[1-(cyclopropylmethyl)-6-(1-methyl-1H-pyrazol-5-yl)-1H-indol-2-yl]-7-methoxy-1-methyl-1H-1,3-benzodiazole-5-carbonyl}-2-azabicyclo[2.2.1]heptan-7-amine C1(CC1)CN1C(=CC2=CC=C(C=C12)C1=CC=NN1C)C1=NC2=C(N1C)C(=CC(=C2)C(=O)N2[C@@H]1CC[C@H](C2)[C@H]1N)OC